2-(3-((R)-1-(((S)-phenyl((R)-1,2,3,4-tetrahydropyrido[2,3-b]pyrazin-3-yl)methyl)amino)propan-2-yl)phenyl)acetic acid C1(=CC=CC=C1)[C@@H]([C@H]1CNC2=C(N1)N=CC=C2)NC[C@H](C)C=2C=C(C=CC2)CC(=O)O